N-[(3S)-5-[2-(2-aminopyridin-3-yl)-5-(pyrazol-1-yl)imidazo[4,5-b]pyridin-3-yl]-3-hydroxy-2,3-dihydro-1H-inden-1-yl]-3-formyl-4-hydroxybenzamide NC1=NC=CC=C1C1=NC=2C(=NC(=CC2)N2N=CC=C2)N1C=1C=C2[C@H](CC(C2=CC1)NC(C1=CC(=C(C=C1)O)C=O)=O)O